ClC1=C(C=C2C(=C(N(C2=C1F)C)C1=NC(=NN1)C(CO)(F)F)C=1C=NNC1)OC 2-(5-(6-chloro-7-fluoro-5-methoxy-1-methyl-3-(1H-pyrazol-4-yl)-1H-indol-2-yl)-1H-1,2,4-triazol-3-yl)-2,2-difluoroethan-1-ol